C1(=CC=C(C=C1)C1=NNC=N1)C 3-(p-tolyl)-[1,2,4]triazol